6-[(2S,5R)-5-methyl-2-piperidyl]Thiazolo[5,4-b]pyridine C[C@@H]1CC[C@H](NC1)C=1C=C2C(=NC1)SC=N2